2-HYDROXY-3-PENTANONE OC(C)C(CC)=O